C(C1=CC=CC=C1)(=O)O[C@@]1([C@@H](CN(CC1)S(=O)(=O)CC1=CC=CC=C1)CN(C([2H])([2H])[2H])C([2H])([2H])[2H])C=1C=C(C(=O)OC2=CC=CC=C2)C=CC1 phenyl 3-((3R,4S)-4-(benzoyloxy)-1-(benzylsulfonyl)-3-((bis(methyl-d3)amino)methyl)piperidin-4-yl)benzoate